N-hydroxycyclohexylformamide ON(C=O)C1CCCCC1